C1(CC1)C1=CC(=NN1C(=O)OC(C)(C)C)NC(C(C)C=1C=NN(C1)C=1N=C(SC1)C)=O tert-butyl 5-cyclopropyl-3-{2-[1-(2-methyl-1,3-thiazol-4-yl)-1H-pyrazol-4-yl]propanamido}-1H-pyrazole-1-carboxylate